C1(CC1)C1=CC=2N(C(=C1)N1C(N(C(C1)=O)C)=O)N=C(C2)CO 1-(5-cyclopropyl-2-(hydroxymethyl)pyrazolo[1,5-a]pyridin-7-yl)-3-methylimidazolidine-2,4-dione